7-(5-chloro-2-(2-(2-methyl-6-(methyl(4-(trifluoromethyl)benzyl)amino)-4-oxo-5,6,7,8-tetrahydroquinazolin-3(4H)-yl)ethoxy)phenyl)-5-methylthieno[3,2-b]pyridine-3-carboxylic acid ClC=1C=CC(=C(C1)C1=C2C(=NC(=C1)C)C(=CS2)C(=O)O)OCCN2C(=NC=1CCC(CC1C2=O)N(CC2=CC=C(C=C2)C(F)(F)F)C)C